dimethylaminophenylanthracene CN(C)C1=C(C2=CC3=CC=CC=C3C=C2C=C1)C1=CC=CC=C1